1-ethynyl-2-cyclohexanol C(#C)C1C(CCCC1)O